C(C)(C)(C)OC(CN1CCN(CCN(CCN(CC1)CC(=O)O)CC(=O)O)CC(=O)O)=O 1,4,7,10-tetraazacyclododecane-1,4,7,10-tetraacetic acid tert-butyl ester